NC1=C(C=2C(=NC=C(C2S1)F)C=1C2=C(C=3C=NC(=NC3C1F)N1CC(C1)N1C[C@@H](CC1)F)COC2)C#N 2-Amino-7-fluoro-4-(5-fluoro-3-(3-((R)-3-fluoropyrrolidin-1-yl)azetidin-1-yl)-7,9-dihydrofuro[3,4-f]quinazolin-6-yl)thieno[3,2-c]pyridine-3-carbonitrile